3-((4-bromophenyl)sulfonyl)-5,7-dimethoxy-4H-benzopyran-4-one BrC1=CC=C(C=C1)S(=O)(=O)C1=COC2=C(C1=O)C(=CC(=C2)OC)OC